6-(2-(2-phenylpyrrolidin-1-yl)-7-azaspiro[3.5]nonan-7-yl)nicotinamide C1(=CC=CC=C1)C1N(CCC1)C1CC2(C1)CCN(CC2)C2=NC=C(C(=O)N)C=C2